NC1(CCCC1)COC1=C(C#N)C(=CC(=C1)C1=CN=C2N1C(=CC=C2)OC)SC 2-((1-aminocyclopentyl)methoxy)-4-(5-methoxyimidazo[1,2-a]pyridin-3-yl)-6-(methylthio)benzonitrile